C(C)(C)(C)OC(=O)N1CC(C1)OC1=NN(C(C2=CC=C(C=C12)Br)=O)CC(=O)OC 3-((7-bromo-3-(2-methoxy-2-oxoethyl)-4-oxo-3,4-dihydro-phthalazin-1-yl)oxy)azetidine-1-carboxylic acid tert-butyl ester